(S)-2-amino-5-(2-amino-1H-imidazol-1-yl)-2-methyl-N-((2S,3S)-3-methyl-1-(methylamino)-1-oxopentan-2-yl)pentanamide N[C@](C(=O)N[C@H](C(=O)NC)[C@H](CC)C)(CCCN1C(=NC=C1)N)C